3-IODO-6-AZAINDOLE-7-CARBOXALDEHYDE IC1=CNC2=C(N=CC=C12)C=O